FC1=C(C=CC(=C1)C(F)(F)F)C1=CC2(CN(C2)C(=O)OC(C)(C)C)C1 tert-butyl 6-[2-fluoro-4-(trifluoromethyl)phenyl]-2-azaspiro[3.3]hept-5-ene-2-carboxylate